N-cyclohexyl-5-(4-(methylthio)phenyl)pyrazolo[1,5-a]pyrimidin-7-amine C1(CCCCC1)NC1=CC(=NC=2N1N=CC2)C2=CC=C(C=C2)SC